5-(1-ethylcyclohexyloxymethyloxycarbonyl)-bicyclo[2.2.1]hept-2-ene C(C)C1(CCCCC1)OCOC(=O)C1C2C=CC(C1)C2